ClC1=CC=2C(=COC3=C4C(C5=C(C23)C=CC=C5)=CC(C=C4)=O)C=C1 13-chloro-6H-tribenzo[c,f,H]chromen-6-one